5-(4-(2-(3,5-difluorophenyl)-2-hydroxyacetamido)-2-methylphenyl)nicotinamide FC=1C=C(C=C(C1)F)C(C(=O)NC1=CC(=C(C=C1)C=1C=NC=C(C(=O)N)C1)C)O